CC(C)([C@@H](CC(C)C)NC1=C(C=NC2=CC=CC=C12)[N+](=O)[O-])O (3R)-2,5-dimethyl-3-[(3-nitro-4-quinolyl)amino]hexan-2-ol